NC=1C=NN2C1N=CC=C2NCCO 2-(3-aminopyrazolo[1,5-a]pyrimidin-7-ylamino)ethanol